ClC=1C=C2C=C(NC2=CC1OCC1=CC(=NO1)C)CNC(=O)[C@@H]1N(CC1)C (R)-N-((5-chloro-6-((3-methylisoxazol-5-yl)methoxy)-1H-indol-2-yl)methyl)-1-methylazetidine-2-carboxamide